C1=CC=C2C(=C1)C=CC3=C2C4=CC=CC=C4C5=CC=CC=C35 1,2,3,4-dibenzophenanthrene